C(C(=O)O)(=O)[O-].FC(C(=O)O)(C(=O)O)F.[Li+] lithium difluoromalonate oxalate